FC1=CC=C(C=C1)N1C(=C(C2=C1C=C1C=NNC1=C2)C2=CC=C(C(=O)O)C=C2)C(CO)(C)C 4-[5-(4-fluorophenyl)-6-(2-hydroxy-1,1-dimethyl-ethyl)-1H-pyrrolo[2,3-f]indazol-7-yl]benzoic Acid